C1(CC1)C1=NOC2(CN(C2)C(=O)[C@@H]2CC[C@H]3N2C([C@H](CCCC3)NC(=O)C3=CC2=C(S3)C=CC(=C2)C(F)(F)P(O)(O)=O)=O)C1 ((2-(((3S,6S,10aS)-3-(7-cyclopropyl-5-oxa-2,6-diazaspiro[3.4]oct-6-ene-2-carbonyl)-5-oxodecahydropyrrolo[1,2-a]azocin-6-yl)carbamoyl)benzo[b]thiophen-5-yl)difluoromethyl)phosphonic acid